BrC1=C(C=C(C(=C1)C(F)(F)F)OC)S(=O)(=O)N[C@@H](CNC1=CC=C(C=C1)F)CCSC (R)-2-bromo-N-(1-(4-fluorophenylamino)-4-(methylthio)butan-2-yl)-5-methoxy-4-(trifluoromethyl)benzenesulfonamide